C(CCC)C=1N=NN(C1)C1=CC=C(C(=O)NNC(=O)C=2C=3C=CN=CC3C=CC2)C=C1 N'-(4-(4-butyl-1H-1,2,3-triazol-1-yl)benzoyl)isoquinoline-5-carbohydrazide